C(C)(=O)[O-].C(CCCCC)[N+](CCCCCC)(CCCCCC)CCCCCC tetrahexyl-ammonium acetate